IC=1C=NN(C1)CC12CC3(CC(CC(C1)(C3)C)(C2)C)C 4-iodo-1-{[3,5,7-trimethyltricyclo[3.3.1.13,7]dec-1-yl]methyl}-1H-pyrazole